tert-butyl 2-(2-(trifluoromethyl)pyridin-4-yl)acetate FC(C1=NC=CC(=C1)CC(=O)OC(C)(C)C)(F)F